N-methyl-N-(2-cyano-4-methylphenyl)-methacrylamide CN(C(C(=C)C)=O)C1=C(C=C(C=C1)C)C#N